6'-(((1S,3S)-3-((5-Bromobenzo[d]thiazol-2-yl)amino)cyclopentyl)amino)-2H-[1,3'-bipyridin]-2-one BrC=1C=CC2=C(N=C(S2)N[C@@H]2C[C@H](CC2)NC2=CC=C(C=N2)N2C(C=CC=C2)=O)C1